CN1CCC(CC1)NC=1C2=C(N=C(N1)N1CCCCC1)N(C=C2)CCCN2CCCC2 N-(1-methylpiperidin-4-yl)-2-(piperidin-1-yl)-7-(3-(pyrrolidin-1-yl)propyl)-7H-pyrrolo[2,3-d]pyrimidin-4-amine